[Br-].C(C)[N+]1=CC(C2=CC=CC=C12)(C)C 1-ethyl-3,3-dimethyl-indol-1-ium bromide